4-methoxy-6-(1-methyl-1H-pyrazol-4-yl)pyrazolo[1,5-a]pyrazine-3-carboxylic acid COC=1C=2N(C=C(N1)C=1C=NN(C1)C)N=CC2C(=O)O